Octanoic acid nonadecyl ester C(CCCCCCCCCCCCCCCCCC)OC(CCCCCCC)=O